C=C1[C@H]([C@@H]1C(=O)O)C(=O)O (1S,2S)-3-METHYLENECYCLOPROPANE-1,2-DICARBOXYLIC ACID